N-(m-methoxyphenyl)methyl-5-{5-carbamoyl-2-[2-(p-fluorophenyl)ethyl]-6-isobutyl-3-(5-methyl-1,3,4-oxadiazol-2-yl)-4-pyridyl}-2-thenamide COC=1C=C(C=CC1)CNC(C1=CC=C(S1)C1=C(C(=NC(=C1C(N)=O)CC(C)C)CCC1=CC=C(C=C1)F)C=1OC(=NN1)C)=O